O1C(=NC2=C1C=CC=C2)C=2C=CC(=C(C2)NC(C2=CC=C(C=C2)OCC2=CC=CC=C2)=O)C N-[5-(1,3-benzoxazol-2-yl)-2-methylphenyl]-4-(benzyloxy)benzamide